2,2'-Ethylidenbis(6-tert-butyl-4-isobutyl-phenol) C(C)(C1=C(C(=CC(=C1)CC(C)C)C(C)(C)C)O)C1=C(C(=CC(=C1)CC(C)C)C(C)(C)C)O